(1S,6S,8S)-2-(nitromethyl)tricyclo[4.2.1.03,8]nonan-2-ol [N+](=O)([O-])CC1([C@@H]2[C@H]3C[C@H](CCC13)C2)O